bis(4-fluorophenyl) disulfone FC1=CC=C(C=C1)S(S(=O)(=O)C1=CC=C(C=C1)F)(=O)=O